[6-[(5-chloro-2-pyridinyl)methyl]-2-azaspiro[3.3]heptan-2-yl]-[6-(5-fluoro-3-pyridinyl)-2,6-diazaspiro[3.3]heptan-2-yl]methanone ClC=1C=CC(=NC1)CC1CC2(CN(C2)C(=O)N2CC3(C2)CN(C3)C=3C=NC=C(C3)F)C1